ClC1=C(C=2N=C(N=C(C2C=N1)N1CC2(CCC2)CC(C1)O)OC[C@]12CCCN2C[C@@H](C1)F)F 6-(7-chloro-8-fluoro-2-(((2R,7aS)-2-fluorotetrahydro-1H-pyrrolizin-7a(5H)-yl)methoxy)pyrido[4,3-d]pyrimidin-4-yl)-6-azaspiro[3.5]nonan-8-ol